2,2-DIMETHYL-3-[METHYL(2-METHYLPROPYL)AMINO]PROPANAL CC(C=O)(CN(CC(C)C)C)C